C(C)(=O)OC1=C(C(=O)O)C=CC=C1Br 2-Acetyloxy-3-bromobenzoic acid